OCC1=CC(=C2CN(C(C2=C1)=O)C=1C=C(C=CC1)C1=C(C=C(C=C1)C#N)C1=NN=CN1C)C(F)(F)F 3'-(6-(hydroxymethyl)-1-oxo-4-(trifluoromethyl)isoindolin-2-yl)-2-(4-methyl-4H-1,2,4-triazol-3-yl)-[1,1'-biphenyl]-4-carbonitrile